12,12,12-trifluorolauric acid FC(CCCCCCCCCCC(=O)O)(F)F